8-bromo-2-ethyl-4-hydrazinyl-6-methylquinazoline BrC=1C=C(C=C2C(=NC(=NC12)CC)NN)C